6-(2,2-Dimethoxy-7-azaspiro[3.5]nonan-7-yl)-4-((3-fluoro-6-methoxy-1H-pyrrolo[2,3-b]pyridin-5-yl)oxy)nicotinic acid ethyl ester C(C)OC(C1=CN=C(C=C1OC=1C=C2C(=NC1OC)NC=C2F)N2CCC1(CC(C1)(OC)OC)CC2)=O